4-[(1S,3S)-6-methoxy-3-methyl-2-[3-(trimethylsilyl)prop-2-ynoyl]-1,2,3,4-tetrahydroisoquinolin-1-yl]benzonitrile COC=1C=C2C[C@@H](N([C@H](C2=CC1)C1=CC=C(C#N)C=C1)C(C#C[Si](C)(C)C)=O)C